(2-cyano-2-(2-(4-(4-hydroxy-3-(deuteromethyl)benzyl)-3,5-dimethylphenyl)hydrazono)acetyl)Urethane C(#N)C(C(=O)NC(=O)OCC)=NNC1=CC(=C(C(=C1)C)CC1=CC(=C(C=C1)O)C[2H])C